C(C)C=1C(NC=2C=C(C=NC2C1)CN1CCN(CC1)C=1C=CC(=NC1)NC(=O)NC)=O 1-(5-(4-((7-Ethyl-6-oxo-5,6-dihydro-1,5-naphthyridin-3-yl)methyl)piperazin-1-yl)pyridine-2-yl)-3-methylurea